The molecule is a member of the class of piperidines that is 2-methylpiperidine in which the hydrogen attached to the nitrogen is replaced by a 3-[(3,4-dichlorobenzoyl)oxy]propyl group. It is a member of piperidines, a tertiary amino compound, a benzoate ester and a dichlorobenzene. It derives from a 3,4-dichlorobenzoic acid. CC1CCCCN1CCCOC(=O)C2=CC(=C(C=C2)Cl)Cl